(hydroxymethyl)aminoethane-hydrochloride Cl.OCNCC